tert-butyl (R)-4-benzhydryl-2-methylpiperazine-1-carboxylate C(C1=CC=CC=C1)(C1=CC=CC=C1)N1C[C@H](N(CC1)C(=O)OC(C)(C)C)C